5-bromo-7-chloro-6-methoxy-4-methyl-3,4-dihydro-2H-benzo[b][1,4]oxazine BrC1=C(C(=CC=2OCCN(C21)C)Cl)OC